[Co]=O cobalt monooxide